COC1=C(CNC2=NC(=NN3C2=CC=C3)SCC3=CC=C(C(=O)O)C=C3)C=CC(=C1)OC 4-[[[4-[(2,4-dimethoxybenzyl)amino]pyrrolo[2,1-f][1,2,4]triazin-2-yl]thio]methyl]benzoic acid